CS(=O)(=O)N1CCC(CC1)NC=1N=CC2=C(N1)N(C(C(=C2)C(F)(F)F)=O)C2C1(CC1)CCC2 2-((1-(methylsulfonyl)piperidin-4-yl)amino)-8-(spiro[2.4]heptan-4-yl)-6-(trifluoromethyl)pyrido[2,3-d]pyrimidin-7(8H)-one